COC=1C(=C(C(=CC1)C)C=1C=C(C=C2C(NC=NC12)=O)C)C 8-(3-methoxy-2,6-dimethylphenyl)-6-methylquinazolin-4(3H)-one